1-FLUORONAPHTHALENE-3-CARBOXALDEHYDE FC1=CC(=CC2=CC=CC=C12)C=O